tributyl-(1-ethoxyvinyl)silane C(CCC)[Si](C(=C)OCC)(CCCC)CCCC